Cl.ClC=1C(=NC(=NC1)N1CCNCC1)N[C@H](C)C1=C(C=C(C=C1)Cl)Cl (R)-5-chloro-N-(1-(2,4-dichlorophenyl)ethyl)-2-(piperazin-1-yl)pyrimidin-4-amine hydrogen chloride